O=C1N(C(C=C1)=O)CCOCCOCCOCCOCCC(=O)ON1C(CCC1=O)=O 2,5-dioxopyrrolidin-1-yl 1-(2,5-dioxo-2,5-dihydro-1H-pyrrol-1-yl)-3,6,9,12-tetraoxapentadecan-15-oate